(2,4-pentanedione) zirconium (IV) [Zr+4].CC(CC(C)=O)=O